O=C1NC(CCC1N1C(C2=C3C(C(=CC=C13)OCC(=O)O)=CC=C2)=O)=O 2-((1-(2,6-dioxopiperidin-3-yl)-2-oxo-1,2-dihydrobenzo[cd]indol-6-yl)oxy)acetic acid